manganese(2+) 4-carboxy-2-[9-(3-carboxy-1-carboxylatopropyl)-6-oxa-3,9,15-triazabicyclo[9.3.1]pentadeca-1(15),11,13-trien-3-yl]butanoate C(=O)(O)CCC(C(=O)[O-])N1CC=2C=CC=C(CN(CCOCC1)C(CCC(=O)O)C(=O)[O-])N2.[Mn+2]